rac-1-((4-methyl-6-oxospiro[2.5]octan-4-yl)methyl)-1H-benzo[d]imidazole-6-carbonitrile C[C@@]1(C2(CC2)CCC(C1)=O)CN1C=NC2=C1C=C(C=C2)C#N |r|